tert-butyl (2R)-2-[[(benzyloxy)carbonyl]amino]-3-iodopropanoate C(C1=CC=CC=C1)OC(=O)N[C@H](C(=O)OC(C)(C)C)CI